benzyl N-[(1S)-1-(cyclopropylmethyl) 2-hydrazino 2-oxo ethyl]carbamate hydrochloride Cl.C1(CC1)C[C@@H](C(=O)NN)NC(OCC1=CC=CC=C1)=O